3-bromo-2,4-difluorobenzenesulfonyl chloride BrC=1C(=C(C=CC1F)S(=O)(=O)Cl)F